n-methoxy-4-(4-methoxy-1H-indol-2-yl)-2-carbonyl-5-pentyl-2,5-dihydrofuran-3-carboxamide CONC(=O)C=1C(OC(C1C=1NC2=CC=CC(=C2C1)OC)CCCCC)=C=O